4-((4-((4-(trifluoromethyl)phenyl)sulfonyl)piperazin-1-yl)methyl)benzamide FC(C1=CC=C(C=C1)S(=O)(=O)N1CCN(CC1)CC1=CC=C(C(=O)N)C=C1)(F)F